(R)-3-Chloro-5-fluoro-N-(6-(2-(4-fluorophenyl)-2-oxoethyl)-6-azaspiro[2.5]octan-1-yl)benzamide ClC=1C=C(C(=O)N[C@@H]2CC23CCN(CC3)CC(=O)C3=CC=C(C=C3)F)C=C(C1)F